C(C=C)(=O)OCC1OC(OC1)(C)C 2,2-dimethyl-1,3-dioxolan-4-ylmethyl acrylate